BrC1=CC=C(CN2C(=CC=C2C(=C)O)C=O)C=C1 1-(4-Bromobenzyl)-5-(1-hydroxyvinyl)-1H-pyrrole-2-carbaldehyde